CC(C#CC(=O)SC)(C)N(CCOC(C1=CC(=C(C=C1)OC)OC)=O)C 2-[(1,1-dimethyl-4-methylsulfanyl-4-oxo-but-2-ynyl)-methylamino]ethyl-3,4-dimethoxybenzoate